C1(=CC=C(C=C1)C(C)(C)N(S(N)(=O)=O)C1(CN2CCC1CC2)C)C2=CC=CC=C2 N-[2-(biphenyl-4-yl)propan-2-yl]-N-(3-methyl-1-azabicyclo[2.2.2]oct-3-yl)sulfuric diamide